[Cl-].C(C1=CC=CC=C1)[N+](C)(C)CCO benzyl-(2-hydroxyethyl)dimethyl-ammonium chloride